4-amino-N-(4,4-difluoro-1-piperidyl)-1-methyl-N-[[5-(trifluoromethyl)-2-pyridyl]methyl]pyrazolo[4,3-c]quinoline-8-carboxamide NC1=NC=2C=CC(=CC2C2=C1C=NN2C)C(=O)N(CC2=NC=C(C=C2)C(F)(F)F)N2CCC(CC2)(F)F